C[Si](OCC)(CCCCCCCC)C dimethyl-octyl-ethoxysilane